C(C=C)OC(=O)N[C@H]1C[C@H](N(C1)C(=O)OC(C)(C)C)C(=O)O (2S,4S)-4-(allyloxycarbonylamino)-1-tert-butoxycarbonyl-pyrrolidine-2-carboxylic acid